(2-bromo-5-cyclopropylthiophene-3-yl)carbamic acid tert-butyl ester C(C)(C)(C)OC(NC1=C(SC(=C1)C1CC1)Br)=O